(E)-4-(3-chloro-2-methylphenyl)-2,4,7-trimethylocta-2,6-dienal ClC=1C(=C(C=CC1)C(/C=C(/C=O)\C)(CC=C(C)C)C)C